ethyl (R)-3-methylpiperidine-3-carboxylate C[C@@]1(CNCCC1)C(=O)OCC